ethyl (3S,4S)-4-(2-(5-cyclopropyl-4,7-difluoro-3,3-dimethyl-2-oxoindolin-1-yl)acetamido)-3-(trifluoromethyl)pentanoate C1(CC1)C=1C(=C2C(C(N(C2=C(C1)F)CC(=O)N[C@H]([C@H](CC(=O)OCC)C(F)(F)F)C)=O)(C)C)F